FC(COOC)(O)F methoxy difluorohydroxyethyl ether